rac-(1R,5S)-3-(2,6-dioxopiperidin-3-yl)-3,8-diazabicyclo-[3.2.1]octane-8-carboxylic acid tert-butyl ester C(C)(C)(C)OC(=O)N1[C@H]2CN(C[C@@H]1CC2)C2C(NC(CC2)=O)=O |r|